(1-benzyl-1H-indazol-6-yl)-4-chloro-1-methylpyridin-2(1H)-one C(C1=CC=CC=C1)N1N=CC2=CC=C(C=C12)C=1C(N(C=CC1Cl)C)=O